rac-3-{[2-(1-{2-[(3R)-2,6-dioxopiperidin-3-yl]-1,3-dioxoisoindol-5-yl}azetidin-3-yl)-3,4-dihydro-1H-isoquinolin-6-yl]amino}-5-(piperidin-1-yl)pyrazine-2-carboxamide O=C1NC(CC[C@H]1N1C(C2=CC=C(C=C2C1=O)N1CC(C1)N1CC2=CC=C(C=C2CC1)NC=1C(=NC=C(N1)N1CCCCC1)C(=O)N)=O)=O |r|